4-(3-(2,4-dichlorophenyl)morpholino)-2-fluoro-N-((R,E)-4-(methylsulfonyl)but-3-en-2-yl)benzamide ClC1=C(C=CC(=C1)Cl)C1COCCN1C1=CC(=C(C(=O)N[C@H](C)\C=C\S(=O)(=O)C)C=C1)F